(4-fluoro-3-methoxyphenyl)-3,3-dimethyl-N-pentylmorpholine-4-carboxamide FC1=C(C=C(C=C1)C1C(N(CCO1)C(=O)NCCCCC)(C)C)OC